Butyl acrylate ethyl-acrylate C(C)OC(C=C)=O.C(C=C)(=O)OCCCC